P(=O)(O)([O-])[O-].[NH4+].[NH4+] ammonium monohydrogen phosphate salt